C(C)(C)(C)OC(=O)N1C=CC2=C(C(=CC(=C12)C)NS(=O)(=O)C)C=O 4-formyl-5-methylsulfonylamino-7-methyl-1H-indole-1-carboxylic acid tert-butyl ester